Cl.CN1C(N(C=C1)C)CCCCCCCCCCCCCCCC N-methyl-hexadecyl-3-methylimidazole hydrochloride